5-(4-fluorobenzyl)aminosalicylic acid FC1=CC=C(CNC2=CC=C(C(C(=O)O)=C2)O)C=C1